S1C(=NC2=C1C=CC=C2)NC2=C(C=C(N=N2)N(C=2SC(=C(N2)C(=O)O)CCCOC2=C(C=C(C=C2)C#CCNC)F)C)C(F)(F)F 2-[[6-(1,3-benzothiazol-2-ylamino)-5-(trifluoromethyl)pyridazin-3-yl]-methyl-amino]-5-[3-[2-fluoro-4-[3-(methylamino)prop-1-ynyl]phenoxy]propyl]thiazole-4-carboxylic acid